2-(5-(((1R,2R,3S,5S)-2-fluoro-1,5-dimethyl-8-azabicyclo[3.2.1]octan-3-yl)oxy)-1,3,4-thiadiazol-2-yl)-5-(4-methoxy-1,3,5-triazin-2-yl)phenol F[C@@H]1[C@]2(CC[C@@](C[C@@H]1OC1=NN=C(S1)C1=C(C=C(C=C1)C1=NC=NC(=N1)OC)O)(N2)C)C